methyl (2S)-1-[2-[(tert-butoxycarbonyl)amino]acetyl]pyrrolidine-2-carboxylate C(C)(C)(C)OC(=O)NCC(=O)N1[C@@H](CCC1)C(=O)OC